S(=O)(=O)([O-])[O-].CSC(N)=[NH2+].CSC(N)=[NH2+] S-methylisothiouronium hemisulphate